trans-N-(7-chloro-6-(1-((3R,4R)-4-hydroxy-3-methyltetrahydrofuran-3-yl)piperidin-4-yl)isoquinolin-3-yl)-3-(2-hydroxypropan-2-yl)cyclobutane-1-carboxamide ClC1=C(C=C2C=C(N=CC2=C1)NC(=O)[C@@H]1C[C@H](C1)C(C)(C)O)C1CCN(CC1)[C@@]1(COC[C@@H]1O)C